C(#C)C1=C2N(N=C1)CCC2 3-ethynyl-5,6-dihydro-4H-pyrrolo[1,2-b]Pyrazole